Cl.C1N(CCC12NCCCC2)C2=CC=C(C=N2)C=2C=1N(C=C(C2)OCC)N=C2C1C=NN2 4-(6-(2,6-diazaspiro[4.5]decan-2-yl)pyridin-3-yl)-6-ethoxy-1H-pyrazolo[3',4':3,4]pyrazolo[1,5-a]pyridine hydrochloride